CC1=C(C=C(N)C=C1)S(=O)(=O)N1CCN(CC1)C 4-methyl-3-((4-methylpiperazin-1-yl)sulfonyl)aniline